tert-butyl (S)-(1'-(5-((8-chloro-2-(4-(methylcarbamoyl)phenyl)imidazo[1,2-a]pyridin-7-yl)thio)-3-(hydroxymethyl)pyrazin-2-yl)-1,3-dihydrospiro[indene-2,4'-piperidine]-1-yl)carbamate ClC=1C=2N(C=CC1SC=1N=C(C(=NC1)N1CCC3(CC1)[C@@H](C1=CC=CC=C1C3)NC(OC(C)(C)C)=O)CO)C=C(N2)C2=CC=C(C=C2)C(NC)=O